N1=CC=C(C=C1)C(=O)[O-].[Na+] sodium pyridine-4-carboxylate